CN1N=CC=2C1=NC=CC2N2CC1(CC1(C2)C(F)(F)F)C(=O)[O-] 3-(1-methyl-1H-pyrazolo[3,4-b]pyridin-4-yl)-5-(trifluoromethyl)-3-azabicyclo[3.1.0]hexane-1-carboxylate